ClC1=CC=C(C(=N1)C(=O)NS(=O)(=O)C1COC1)N[C@H](C)C=1C=C(C=C2C(N(C(=NC12)N1CC2=NN(C=C2C1)C1=C(C=CC=C1)C)C)=O)C (R)-6-chloro-3-((1-(3,6-dimethyl-4-oxo-2-(2-(o-tolyl)-2,6-dihydropyrrolo[3,4-c]pyrazol-5(4H)-yl)-3,4-dihydroquinazolin-8-yl)ethyl)amino)-N-(oxetan-3-ylsulfonyl)picolinamide